FC=1C=C(C=CC1I)C(C(=O)OC)(C)C methyl 2-(3-fluoro-4-iodophenyl)-2-methylpropionate